[C]=O.[Ca].[Ca].[Ca].[Ca] tetracalcium carbon monoxide